C1(CC1)COC1=CC=C(C=N1)NC=1C2=C(N=CN1)C=CC(=N2)N2[C@@H]1CN([C@H](C2)C1)C(=O)OC(C)(C)C (1S,4S)-tert-butyl 5-(4-((6-(cyclopropylmethoxy)pyridin-3-yl)amino)pyrido[3,2-d]pyrimidin-6-yl)-2,5-diazabicyclo[2.2.1]heptane-2-carboxylate